2-[6-(3,4-Difluoro-5-methyl-phenyl)pyrazolo[4,3-b]pyridin-1-yl]-1-(3-fluoroazetidin-1-yl)ethanone FC=1C=C(C=C(C1F)C)C=1C=C2C(=NC1)C=NN2CC(=O)N2CC(C2)F